3-amino-6-(3-methylimidazo[1,2-a]pyridin-6-yl)-5-(oxazol-2-yl)-N-(3-oxo-3-(pyrrolidin-1-yl)propyl)pyrazine-2-carboxamide NC=1C(=NC(=C(N1)C=1OC=CN1)C=1C=CC=2N(C1)C(=CN2)C)C(=O)NCCC(N2CCCC2)=O